BrC=1C=C(C=CC1)C[C@]1(C[C@H](CC1)N(S(=O)(=O)C)CC1=CC=C(C=C1)OC)C(=O)O (1R,3S)-1-[(3-bromophenyl)methyl]-3-{N-[(4-methoxyphenyl)methyl]methanesulfonamido}cyclopentane-1-carboxylic acid